C(#N)C1=C(C=CC=C1)SC=1C=2N(C=C(C1)C=1C=NC(=CC1)N1CCN(CC1)C)N=CC2C#N 4-((2-cyanophenyl)thio)-6-(6-(4-methylpiperazin-1-yl)pyridin-3-yl)pyrazolo[1,5-a]pyridine-3-carbonitrile